ClC1=CC=C(C=C1)CC(=O)NNC(=O)[C@@H]1CC[C@H](CC1)C(=O)OC trans-methyl 4-(2-(2-(4-chlorophenyl)acetyl)hydrazinecarbonyl)cyclohexanecarboxylate